1-nitroso-2-naphthol zinc salt [Zn].N(=O)C1=C(C=CC2=CC=CC=C12)O